S(=O)(=O)(O)C(C(=O)OC(CCCCC)CC)CC(=O)OC(CCCCC)CC.[Na] sodium bis(ethylhexyl) sulfosuccinate